C(=O)O.C1(CC1)[C@@H]1N(C2=CC=C(C=C2[C@@H]([C@H]1C)NC1=NC(=CC=C1)C)C=1CCOCC1)C(C)=O |r| rac-1-((2S,3R,4R)-2-cyclopropyl-6-(3,6-dihydro-2H-pyran-4-yl)-3-methyl-4-((6-methylpyridin-2-yl)amino)-3,4-dihydroquinolin-1(2H)-yl)ethanone, Formic acid salt